tert-Butyl (4-chlorophenethyl)(methyl)carbamate ClC1=CC=C(CCN(C(OC(C)(C)C)=O)C)C=C1